1,4-bis-(2'-aminoethyl)benzene NCCC1=CC=C(C=C1)CCN